OCCC(=O)C=1OC=2C(=CC1)CC=CC2 (hydroxypropionyl)-5H-[1]benzopyran